NC=1C(=NC(=C(N1)F)C1=CC=C(C=C1)[C@]12CN(C[C@@H]2C1)C)C=1C=C2C(C(NC(C2=C(C1)F)=O)C)(F)F 6-(3-amino-5-fluoro-6-(4-((1S,5R)-3-methyl-3-azabicyclo[3.1.0]hexan-1-yl)phenyl)pyrazin-2-yl)-4,4,8-trifluoro-3-methyl-3,4-dihydroisoquinolin-1(2H)-one